tert-butyl (2S)-4-(7-(6-(bis(4-methoxybenzyl)amino)-4-methyl-3-(trifluoromethyl)pyridin-2-yl)-6-chloro-2,8-difluoroquinazolin-4-yl)-2-(cyanomethyl)piperazine-1-carboxylate COC1=CC=C(CN(C2=CC(=C(C(=N2)C2=C(C=C3C(=NC(=NC3=C2F)F)N2C[C@@H](N(CC2)C(=O)OC(C)(C)C)CC#N)Cl)C(F)(F)F)C)CC2=CC=C(C=C2)OC)C=C1